OC=1CCOC1CO (4S,5R)-4-hydroxy-5-(hydroxymethyl)dihydrofuran